NC=1NC(C=2N(C(N(C2N1)[C@@H]1O[C@@H]([C@@H]([C@H]1O)F)[C@H](CC)O)=O)CCC)=O 2-amino-9-((2r,3s,4r,5r)-4-fluoro-3-hydroxy-5-((S)-1-hydroxypropyl)tetrahydrofuran-2-yl)-7-propyl-7,9-dihydro-1H-purine-6,8-dione